COC1=CC=C(C=C1)C2=CC(=O)C3=C(C=C(C=C3O2)OC)O The molecule is a dimethoxyflavone that is the 7,4'-dimethyl ether derivative of apigenin. It has a role as a plant metabolite. It is a dimethoxyflavone and a monohydroxyflavone. It derives from an apigenin.